C1=CC(=C(C(=C1)Cl)Cl)C2=C(N=C(N=N2)N)N The molecule is a member of the class of 1,2,4-triazines in which the triazene skeleton is substituted by amino groups at positions 3 and 5, and by a 2,3-dichlorophenyl group at position 6. It has a role as an anticonvulsant, an antimanic drug, an antidepressant, a non-narcotic analgesic, a calcium channel blocker, an excitatory amino acid antagonist, an EC 3.4.21.26 (prolyl oligopeptidase) inhibitor, an environmental contaminant and a xenobiotic. It is a member of 1,2,4-triazines, a primary arylamine and a dichlorobenzene.